C(\C=C/C(=O)OCC=C)(=O)OCC=C cis-bisallyl maleate